6-(2,6-dimethylpyrimidin-4-yl)-7-methyl-5-oxo-5,6,7,8-tetrahydroquinolin CC1=NC(=CC(=N1)C1C(C=2C=CC=NC2CC1C)=O)C